O1CCCC2=CC(=CC=C12)S(=O)(=O)N1CCC2(C[C@@H](CO2)NC[C@@H](COC=2C=C(C=CC2)S(=O)(=O)NC)O)CC1 3-((S)-3-((S)-8-(chroman-6-ylsulfonyl)-1-oxa-8-azaspiro[4.5]decan-3-ylamino)-2-hydroxypropoxy)-N-methylbenzenesulfonamide